C1(CC1)C1CC(C(NC1)=O)(C(=O)O)CC=1C=CC=2N(N1)C=C(N2)[C@@H](NC(=O)C2=CC=NN2CC)C2CCC(CC2)(F)F 5-cyclopropyl-3-((2-((S)-(4,4-difluorocyclohexyl)(1-ethyl-1H-pyrazole-5-carboxamido)methyl)imidazo[1,2-b]pyridazin-6-yl)methyl)-2-oxopiperidine-3-carboxylic acid